C(C=C)(=O)N1[C@H]([C@H](OCC1)CNC=1C2=C(N=NC1)NC=C2)CC 4-((((2R,3S)-4-acryloyl-3-ethylmorpholin-2-yl)methyl)amino)-7H-pyrrolo[2,3-c]pyridazine